ClC=1C=CC(=C(C1)C1=C2C(=NC(=C1)C)C(=CS2)C(=O)OC)OCCN2C(=NC=1CC[C@@H](CC1C2=O)N(C)C)C methyl 7-[5-chloro-2-[2-[(3R,6S)-6-(dimethylamino)-2-methyl-4-oxo-5,6,7,8-tetrahydroquinazolin-3-yl]ethoxy]phenyl]-5-methyl-thieno[3,2-b]pyridine-3-carboxylate